C[C@H]1[C@H](OC(=O)N1C(=O)CC2=CC=CC3=CC=CC=C32)C4=CC(=CC(=C4)C(F)(F)F)C(F)(F)F The molecule is a member of the class of oxazolidinones that is oxazolidin-2-one substituted at positions 3, 4 and 5 by (naphthalen-1-yl)acetyl, methyl and 3,5-bis(trifluoromethyl)phenyl groups respectively. An inhibitor of teichoic acid biosynthesis. It has a role as a teichoic acid biosynthesis inhibitor. It is an oxazolidinone, a carbamate ester, a member of naphthalenes, a member of (trifluoromethyl)benzenes and a dicarboximide. It derives from an oxazolidin-2-one.